3-(4-chlorophenyl)-2-((S)-1-(4-chlorophenyl)ethyl)-6-(2-hydroxy-1-methoxypropan-2-yl)isoindolin-1-one ClC1=CC=C(C=C1)C1N(C(C2=CC(=CC=C12)C(COC)(C)O)=O)[C@@H](C)C1=CC=C(C=C1)Cl